C(CCC)N(C1=CC2=C(S1)C=C(S2)C2=CC=C(C=1C2=NSN1)Cl)CCCC dibutyl-[5-(7-chloro-benzo[1,2,5]thiadiazol-4-yl)-thieno[3,2-b]thiophen-2-yl]-amine